FC=1C=C(C=CC1OC1=CC=NC2=CC(=C(C=C12)NC(CCN1CCOCC1)=O)OC)NC(=O)C1=C2C(=CN(C1=O)C1=CC=C(C=C1)F)CCO2 N-(3-fluoro-4-((7-methoxy-6-(3-morpholinopropanamido)quinolin-4-yl)oxy)phenyl)-5-(4-fluorophenyl)-6-oxo-2,3,5,6-tetrahydrofuro[3,2-c]pyridine-7-carboxamide